FC=1C=C(C=CC1)C=1C(=CC(=CC1)C(F)(F)F)N 3'-fluoro-4-(trifluoromethyl)-[1,1'-biphenyl]-2-amine